pentadecan-7-yl 8-((1-hydroxy-2-methylpropan-2-yl)(6-oxo-6-(undecyloxy)hexyl) amino)octanoate OCC(C)(C)N(CCCCCCCC(=O)OC(CCCCCC)CCCCCCCC)CCCCCC(OCCCCCCCCCCC)=O